FC(C(=O)O)(F)F.N1N=CC=2C1=NC=NC2N 1H-pyrazolo[3,4-d]pyrimidin-4-amine trifluoroacetic acid salt